1-(3,4-dihydroxy-5-(hydroxymethyl)tetrahydrofuran-2-yl)-4-(hydroxyimino)-3,4-dihydropyrimidin-2(1H)-one triphosphate OP(O)(=O)OP(=O)(O)OP(=O)(O)O.OC1C(OC(C1O)CO)N1C(NC(C=C1)=NO)=O